BrC1=CC=C(C=2C=COC21)F 7-bromo-4-fluorobenzofuran